BrC1=CC(N(C=C1)CCC(C)(C)C)=O 4-Bromo-1-(3,3-dimethylbutyl)pyridin-2(1H)-one